S(=O)(=O)(C1=CC=C(C)C=C1)[C@H]1[C@@H](CCC1)C(=O)O |r| rac-(1S,2R)-2-tosylcyclopentane-1-carboxylic acid